N-(benzo[b]thiophen-2-yl)-5-methyl-2-((4-methylphenyl)sulfonamido)benzamide S1C2=C(C=C1NC(C1=C(C=CC(=C1)C)NS(=O)(=O)C1=CC=C(C=C1)C)=O)C=CC=C2